3,3-dinitroazetidine [N+](=O)([O-])C1(CNC1)[N+](=O)[O-]